FC(C1=C(C=NN1)C(=O)O)(F)F 5-(trifluoromethyl)-1H-pyrazole-4-carboxylic acid